C(C)OCC1(CC(N(C1)C(C)(C)C=1C=CC(=NC1)C)(C)C)CCC=1SC(=CC1)F 5-(2-(4-(ethoxymethyl)-4-(2-(5-fluorothiophen-2-yl)ethyl)-2,2-dimethylpyrrolidin-1-yl)propan-2-yl)-2-methylpyridine